ClC1=CC=C(C(=O)NC2=CC=C(C=C2)C(\C=C\C2=CC=C(C=C2)N(C)CCO)=O)C=C1 4-Chloro-N-[4-[(E)-3-[4-[2-hydroxyethyl(methyl)amino]phenyl]prop-2-enoyl]phenyl]benzamide